ammonium phosphorate P([O-])([O-])([O-])=O.[NH4+].[NH4+].[NH4+]